C(C)(C)(C)OC(=O)N1[C@H](CC[C@@H]1C)CO.CN1N=CC(=C1)C1=CC=C2C(=CC=NC2=C1)OC1=CC=C(N)C=C1 4-((7-(1-methyl-1H-pyrazol-4-yl)quinolin-4-yl)oxy)aniline Tert-butyl-(2r,5s)-2-(hydroxymethyl)-5-methylpyrrolidine-1-carboxylate